5-Bromo-5'-methyl-3-styryl-2,3':6',3''-terpyridine BrC=1C=C(C(=NC1)C=1C=NC(=C(C1)C)C=1C=NC=CC1)C=CC1=CC=CC=C1